COC1=CC=C(C=C1)CN(C1=NC2=C(C=C(C=C2C(N1C)=O)C)C(C)NC1=C(C(=O)O)C=CC=C1)CC1=CC=C(C=C1)OC 2-[1-[2-[bis[(4-methoxyphenyl)methyl]amino]-3,6-dimethyl-4-oxoquinazolin-8-yl]ethylamino]benzoic acid